ClC=1C(=NC=CC1)OC[C@@H]1N(C(CC1)=O)C1=C(C=C2C(C(=CN(C2=C1)C=1C=NC(=CC1)N1CC(C1)N(C)C)C(=O)O)=O)C#N 7-[(2R)-2-[[(3-chloropyridin-2-yl)oxy]methyl]-5-oxopyrrolidin-1-yl]-6-cyano-1-[6-[3-(dimethyl-amino)azetidin-1-yl]pyridin-3-yl]-4-oxoquinoline-3-carboxylic acid